(S)-1-[(R)-2-(diphenylphosphino)ferrocenyl]ethyldi(adamantyl)phosphine C1(=CC=CC=C1)P(C=1[C-](C=CC1)[C@H](C)P(C12CC3CC(CC(C1)C3)C2)C23CC1CC(CC(C2)C1)C3)C3=CC=CC=C3.[CH-]3C=CC=C3.[Fe+2]